5-nitrobenzothiazole sulfur [S].[N+](=O)([O-])C=1C=CC2=C(N=CS2)C1